FC1([C@@H]2CN(C[C@H]12)C(=O)C=1C=C2N=C(C=NC2=CC1)C1=CC=2C(N=C1)=NN(C2)C)F ((1R,5S)-6,6-difluoro-3-azabicyclo[3.1.0]hexan-3-yl)(3-(2-methyl-2H-pyrazolo[3,4-b]pyridin-5-yl)-6-quinoxalinyl)methanone